6-benzyl-3-chloro-5,6,7,8-tetrahydro-1,6-naphthyridine C(C1=CC=CC=C1)N1CC=2C=C(C=NC2CC1)Cl